8-[(2s,5r)-4-[(4-fluorophenyl)(3-methanesulfonylphenyl)methyl]-2,5-dimethylpiperazin-1-yl]-5-methyl-6-oxo-5,6-dihydro-1,5-naphthyridine-2-carbonitrile FC1=CC=C(C=C1)C(N1C[C@@H](N(C[C@H]1C)C1=CC(N(C=2C=CC(=NC12)C#N)C)=O)C)C1=CC(=CC=C1)S(=O)(=O)C